C1(CC1)N1N=CC(=C1)C1OC(CN(C1)C=1N=C(C=2N=C(N(C(C2N1)=O)C)C)C1=C(C=C(C=C1)F)F)C 6-(2-(1-cyclopropyl-1H-pyrazol-4-yl)-6-methylmorpholino)-8-(2,4-difluorophenyl)-2,3-dimethylpyrimidino[5,4-d]pyrimidin-4(3H)-one